ClC=1C=CC2=C(N=C(S2)C2CC3(CC(C3)NC(=O)C=3OC(=CC3)C(C)S(=O)(=O)C)C2)C1 N-[6-(5-chloro-1,3-benzothiazol-2-yl)spiro[3.3]heptan-2-yl]-5-(1-methylsulfonylethyl)furan-2-carboxamide